BrC=1C=C2C(=NN(C2=CC1)C1OCCCC1)C1=CC(=NC=C1)C 5-bromo-3-(2-methyl-4-pyridyl)-1-tetrahydropyran-2-yl-indazole